2-Chloro-5-(trans-2,2-dichloro-3-(3,5-dichlorophenyl)cyclopropane-1-carboxamido)-N-(6-fluoro-5-(1-fluorovinyl)pyridin-3-yl)benzamide ClC1=C(C(=O)NC=2C=NC(=C(C2)C(=C)F)F)C=C(C=C1)NC(=O)[C@@H]1C([C@H]1C1=CC(=CC(=C1)Cl)Cl)(Cl)Cl